BrC=1C(=CC(=C(C1)NC(=NO)C=1C(=NON1)SCCNC(C)=O)F)F N-[2-({4-[N-(5-bromo-2,4-difluorophenyl)-N'-hydroxycarbamimidoyl]-1,2,5-oxadiazol-3-yl}sulfanyl)ethyl]acetamide